N1(CCC1)C(CN1CCC(CC1)C1=CN=C(S1)C1=NNC(=C1CC(F)(F)F)C=1C=C(C=2N(C1)N=CN2)OC)=O 1-(azetidin-1-yl)-2-(4-(2-(5-(8-methoxy-[1,2,4]triazolo[1,5-a]pyridin-6-yl)-4-(2,2,2-trifluoroethyl)-1H-pyrazol-3-yl)thiazol-5-yl)piperidin-1-yl)ethan-1-one